COCCCN1C(CNCC1)=O 1-(3-methoxypropyl)piperazin-2-one